The molecule is conjugate base of (5Z,9E,12S,14Z)-8,11,12-trihydroxyicosa-5,9,14-trienoic acid arising from deprotonation of the carboxylic acid function. It has a role as a human metabolite. It is a conjugate base of a (5Z,9E,12S,14Z)-8,11,12-trihydroxyicosa-5,9,14-trienoic acid. CCCCC/C=C\\C[C@H](C(/C=C/C(C/C=C\\CCCC(=O)[O-])O)O)O